4-((5-(2-aminophenyl)-1-(4-(trifluoromethyl)benzyl)-1H-indole-7-carboxamido)methyl)benzoic acid NC1=C(C=CC=C1)C=1C=C2C=CN(C2=C(C1)C(=O)NCC1=CC=C(C(=O)O)C=C1)CC1=CC=C(C=C1)C(F)(F)F